FC1=NC2=CC=C(C=C2C=N1)B1OC(C(O1)(C)C)(C)C 2-fluoro-6-(4,4,5,5-tetramethyl-1,3,2-dioxaborolan-2-yl)quinazoline